chloro-2-(1-methyl-1H-imidazol-2-yl)-5-phenylpyrrolo[2,1-f][1,2,4]triazine ClC1=NC(=NN2C1=C(C=C2)C2=CC=CC=C2)C=2N(C=CN2)C